(P)-1-(aminomethyl)-7-(5-(1-cyano-3-fluoronaphthalen-2-yl)-1-methyl-1H-pyrazol-4-yl)-4-oxo-3,4-dihydrophthalazine-5-carbonitrile NCC1=NNC(C=2C(=CC(=CC12)C=1C=NN(C1C1=C(C2=CC=CC=C2C=C1F)C#N)C)C#N)=O